(R)-methyl 3-((2-(5-fluoro-1-tosyl-1H-pyrrolo[2,3-b]pyridin-3-yl)-6-(furan-2-yl) pyrimidin-4-yl)amino)-4,4-dimethylpentanoate FC=1C=C2C(=NC1)N(C=C2C2=NC(=CC(=N2)N[C@H](CC(=O)OC)C(C)(C)C)C=2OC=CC2)S(=O)(=O)C2=CC=C(C)C=C2